4-[2-(3-{(cis)-4-[(cyclohexanecarbonyl) oxy] cyclohexyl} anilino)-2-oxoethyl]-2-methoxyphenyl cyclohexanecarboxylate C1(CCCCC1)C(=O)OC1=C(C=C(C=C1)CC(=O)NC1=CC(=CC=C1)[C@@H]1CC[C@@H](CC1)OC(=O)C1CCCCC1)OC